3'-deoxythymidine monophosphate P(=O)(O)(O)OC[C@@H]1CC[C@@H](O1)N1C(=O)NC(=O)C(C)=C1